chloroacetyl-thiourea ClCC(=O)NC(=S)N